FC1=CC=C(C=C1)NC1=NC=NC2=CC(=CC=C12)C=1C=NN(C1)C1CCNCC1 N-(4-fluorophenyl)-7-(1-(piperidin-4-yl)-1H-pyrazol-4-yl)quinazolin-4-amine